tert-butyl 4-[1-[4-[4-(aminomethyl)-2,6-difluoro-phenyl]piperazin-1-yl]-1-methyl-ethyl]piperidine-1-carboxylate NCC1=CC(=C(C(=C1)F)N1CCN(CC1)C(C)(C)C1CCN(CC1)C(=O)OC(C)(C)C)F